ClC(C1=NC(=NO1)C1=CC=C(C=C1)C(CSC=1C=NC=NC1)=O)(F)F 1-(4-(5-(chlorodifluoromethyl)-1,2,4-oxadiazol-3-yl)phenyl)-2-(pyrimidin-5-ylsulfanyl)ethan-1-one